4-((1-methylpiperidin-4-yl)amino)-3-((trifluoromethyl)sulfonyl)benzenesulfonamide CN1CCC(CC1)NC1=C(C=C(C=C1)S(=O)(=O)N)S(=O)(=O)C(F)(F)F